piperidin-4-yl 1-(2-((6-(5-(6-methylpyridin-2-yl)-1H-imidazol-4-yl)quinolin-3-yl)amino)ethyl)piperidine-4-carboxylate CC1=CC=CC(=N1)C1=C(N=CN1)C=1C=C2C=C(C=NC2=CC1)NCCN1CCC(CC1)C(=O)OC1CCNCC1